COC(C(CO[Si](C1=CC=CC=C1)(C1=CC=CC=C1)C(C)(C)C)NCC1=CC=CC=C1)=O.CN(C)C1=CC=NC=C1 4-(N,N-dimethyl)aminopyridine methyl-2-(benzylamino)-3-[tert-butyl(diphenyl)silyl]oxy-propanoate